C1(CC1)CS(=O)(=O)C1=NC=2N(C(N(C(C2N1C)=O)C)=O)CC1=C(C=CC=C1)F 8-((cyclopropylmethyl)sulfonyl)-3-(2-fluorobenzyl)-1,7-dimethyl-1H-purine-2,6(3H,7H)-dione